ethyl 1-(2-(N,N-bis(4-methoxybenzyl)sulfamoyl)ethyl)piperidine-4-carboxylate COC1=CC=C(CN(S(=O)(=O)CCN2CCC(CC2)C(=O)OCC)CC2=CC=C(C=C2)OC)C=C1